2-(((1r,4r)-4-(benzhydrylamino)cyclohexyl)oxy)ethan-1-ol Ethyl-cyclohex-3-enecarboxylate C(C)C1(CC=CCC1)C(=O)OCCOC1CCC(CC1)NC(C1=CC=CC=C1)C1=CC=CC=C1